5-(chloromethyl)-3-((1R,2R,5S,6R)-3-(3-chlorophenyl)-2-methyl-3-azabicyclo[3.1.0]hexane-6-yl)-1,2,4-oxadiazole ClCC1=NC(=NO1)[C@@H]1[C@H]2CN([C@@H]([C@@H]12)C)C1=CC(=CC=C1)Cl